Silver-silver oxide [O-2].[Ag+].[Ag+]